5-(Hexahydrocyclopenta[c]pyrrol-2(1H)-yl)pyrazolo[1,5-a]pyrimidin-3-amine C1N(CC2C1CCC2)C2=NC=1N(C=C2)N=CC1N